1-(2,3-dihydrobenzofuran-4-yl)piperazine O1CCC2=C1C=CC=C2N2CCNCC2